6'-methoxy-5'-(3-methyl-6-(pyrazolo[1,5-a]pyrimidin-3-yl)-1H-pyrazolo[4,3-c]pyridin-1-yl)spiro[cyclopropane-1,3'-indolin]-2'-one COC1=C(C=C2C3(C(NC2=C1)=O)CC3)N3N=C(C=1C=NC(=CC13)C=1C=NN3C1N=CC=C3)C